CC1(CC(C1)=O)C#N 1-methyl-3-oxocyclobutane-1-carbonitrile